C(C(C)C)C1=CC(=NN1C1(CCCCC1)C)NC1=C(C(=O)O)C=C(C=N1)C=1SC=CC1 2-((5-isobutyl-1-(1-methylcyclohexyl)-1H-pyrazol-3-yl)amino)-5-(thiophen-2-yl)nicotinic acid